2-(5-(((1R,2R,3S,5S)-2-fluoro-8-azabicyclo[3.2.1]octan-3-yl)(methyl)amino)pyrazin-2-yl)-5-(5-methyl-1,2,4-oxadiazol-3-yl)phenol F[C@@H]1[C@H]2CC[C@@H](C[C@@H]1N(C=1N=CC(=NC1)C1=C(C=C(C=C1)C1=NOC(=N1)C)O)C)N2